thiol-amidine S1C(=CC=C1)C(=N)N